C(C)C(CC1(CCCCC1)CC(CCCC)CC)CCCC Di(2-ethylhexyl)cyclohexane